(S)-3-(1-hydroxy-prop-2-yl)-8-(pyridin-3-yl)-6-(6-(trifluoromethyl)pyridin-3-yl)pyrido[3,4-d]pyrimidin-4(3H)-one OC[C@H](C)N1C=NC2=C(C1=O)C=C(N=C2C=2C=NC=CC2)C=2C=NC(=CC2)C(F)(F)F